ClCC(=O)NNC(=O)C=1C(=NC=CN1)C(C)N(S(=O)C(C)(C)C)C N-[1-[3-[[(2-chloroacetyl)amino]carbamoyl]pyrazin-2-yl]ethyl]-N,2-dimethyl-propane-2-sulfinamide